3-bromo-2,6-dimethylpyridine BrC=1C(=NC(=CC1)C)C